(4-chloro-2-fluoro-3-(phenylcarbamoyl)phenyl)carbamic acid tert-butyl ester C(C)(C)(C)OC(NC1=C(C(=C(C=C1)Cl)C(NC1=CC=CC=C1)=O)F)=O